F[C@@H]1[C@@H](N(CC1=O)C1(C2=CC=CC=C2C=2C=CC=CC12)C1=CC=CC=C1)C(=O)OC Methyl (2S,3R)-3-fluoro-4-oxo-1-(9-phenylfluoren-9-yl)pyrrolidine-2-carboxylate